COCC1=CC=C(O1)C([O-])=S 5-(methoxymethyl)furan-2-carbothioate